NC1=CC=C(C=C1)C1=CC=C(C=C1)C=1N=NN(C1)C=1C=C2C=CC(OC2=CC1OC)=O 6-(4-(4'-amino-[1,1'-biphenyl]-4-yl)-1H-1,2,3-triazol-1-yl)-7-methoxy-2-oxo-2H-chromene